C(C=C)(=O)OCC1C(OC1)C(C(F)(F)F)(F)F 3-(acryloyloxymethyl)-2-pentafluoroethyloxetane